BrC1=CC2=C(N=C(N=C2)NC2CCC(CC2)(C(=O)N)F)N(C1=O)C 4-((6-bromo-8-methyl-7-oxo-7,8-dihydropyrido[2,3-d]pyrimidin-2-yl)amino)-1-fluorocyclohexane-1-carboxamide